2-(4-(methylcarbamoyl)phenyl)-N-(3-(pyrrolidin-1-yl)propyl)benzo[d]imidazo[2,1-b]thiazole-7-carboxamide CNC(=O)C1=CC=C(C=C1)C=1N=C2SC3=C(N2C1)C=CC(=C3)C(=O)NCCCN3CCCC3